7-bromo-6-fluoro-1,3-dimethyl-1,5-dihydropyrazolo[3,4,5-de]quinazolin-4(3H)-one BrC=1C=C2C=3C(N(C(NC3C1F)=O)C)=NN2C